[2H]C(N(C)C)CC1=CNC2=CC=CC=C12 alpha-deutero-N,N-dimethyltryptamine